FC=1C=CC(=C(C=O)C1)OCOC 5-fluoro-2-(methoxymethoxy)benzaldehyde